C(C)N(C(=O)O[C@H]1[C@H](CCC1)C1=CC=C(C=C1)OC(F)(F)F)C1=NC2=C(N1)C=CC(=C2)C2=NNC(C1=CC=CC(=C21)Cl)=O cis-2-(4-trifluoromethoxyphenyl)cyclopentan-1-ol Ethyl-(5-(8-chloro-4-oxo-3,4-dihydrophthalazin-1-yl)-1H-benzimidazol-2-yl)carbamate